N-[4-(4-amino-5-{4-[(6-methylpyridin-2-yl)oxy]phenyl}pyrrolo[2,1-f][1,2,4]triazin-6-yl)phenyl]-2-methylpropan-2-enamide NC1=NC=NN2C1=C(C(=C2)C2=CC=C(C=C2)NC(C(=C)C)=O)C2=CC=C(C=C2)OC2=NC(=CC=C2)C